ClC=1N=C2C(=C(C(N(C2=CC1)C)=O)C#N)N1C[C@H]([C@@H](CC1)NC1=C(C=C(C=C1)F)O)C 6-chloro-4-[(3R,4R)-4-(4-fluoro-2-hydroxy-anilino)-3-methyl-1-piperidinyl]-1-methyl-2-oxo-1,5-naphthyridine-3-carbonitrile